N-(diphenylmethylene)-3-isopropylbicyclo[4.2.0]octa-1(6),2,4-trien-2-amine C1(=CC=CC=C1)C(=NC=1C=2CCC2C=CC1C(C)C)C1=CC=CC=C1